N-(3-(5-bromo-1-((2-(trimethylsilyl)ethoxy)methyl)-1H-pyrazolo[3,4-b]pyridin-3-yl)phenyl)acetamide BrC=1C=C2C(=NC1)N(N=C2C=2C=C(C=CC2)NC(C)=O)COCC[Si](C)(C)C